N1(CCC1)C(=O)C=1NC2=C(C(=CC(=C2C1)C1=CC=C(C=C1)N1CCNCC1)[C@@H]1CN(CCC1)C(CCN1N=CC=C1)=O)F (R)-1-(3-(2-(azetidine-1-carbonyl)-7-fluoro-4-(4-(piperazin-1-yl)phenyl)-1H-indol-6-yl)piperidin-1-yl)-3-(1H-pyrazol-1-yl)propan-1-one